ClC=1C=C(C#N)C=CC1C=O 3-CHLORO-4-FORMYLBENZONITRILE